(1S,3S,5S)-2-((3-(acetamidomethyl)-4-phenoxybenzoyl)glycyl)-N-((4-carbamimidoyl-thiophen-2-yl)methyl)-5-methyl-2-azabicyclo[3.1.0]hexane-3-carboxamide C(C)(=O)NCC=1C=C(C(=O)NCC(=O)N2[C@H]3C[C@]3(C[C@H]2C(=O)NCC=2SC=C(C2)C(N)=N)C)C=CC1OC1=CC=CC=C1